Cl.FC(C1(CCC1)COC1=NNC=C1)(F)F 3-(1-Trifluoromethyl-cyclobutylmethoxy)-1H-pyrazole Hydrochloride Salt